FC1=C(OC2CCC(CC2)(C(=O)OCC2=CC=CC3=CC=CC=C23)C)C=C(C(=C1)OC)C(NC1=NN2C(N=CC=C2)=C1C(NCC1(CCC1)C)=O)=O Naphthalen-1-ylmethyl (1s,4s)-4-(2-fluoro-4-methoxy-5-((3-(((1-methylcyclobutyl)methyl)carbamoyl)pyrazolo[1,5-a]pyrimidin-2-yl)carbamoyl)phenoxy)-1-methylcyclohexane-1-carboxylate